NC1=CC(=C(C=C1)C1CCN(CC1)C(CC1(CCN(CC1)C(=O)OC(C)(C)C)O)=O)F tert-butyl 4-(2-(4-(4-amino-2-fluorophenyl)piperidin-1-yl)-2-oxoethyl)-4-hydroxypiperidine-1-carboxylate